ClC1=C(C(=CC(=C1)C#N)F)NC=1N(C2=NC(=NC=C2N1)N[C@@H]1C[C@H](CCC1)O)C1CCC(CC1)(C(=O)N)C (1R,4s)-4-(8-(2-chloro-4-cyano-6-fluorophenylamino)-2-((1S,3S)-3-hydroxycyclohexylamino)-9H-purin-9-yl)-1-methylcyclohexanecarboxamide